n-propyl silicate [Si](OCCC)([O-])([O-])[O-]